ClC1=C(C=CC=C1)C1=C(C(=CC=C1)NC(=O)[C@H]1N([C@@H]2C[C@@H]2C1)C(CN1N=C(C2=CC(=CC=C12)C1=NC=CC=N1)C(=O)N)=O)F 1-(2-((1R,3S,5R)-3-(2'-chloro-2-fluorobiphenyl-3-ylcarbamoyl)-2-azabicyclo[3.1.0]hexan-2-yl)-2-oxoethyl)-5-(pyrimidin-2-yl)-1H-indazole-3-carboxamide